ClC=1C=C(OC2CCC(CC2)NC(=O)C=2N=NC(=CC2)N2CCC(CC2)N2CCN(CC2)CC2=CC(=C(C=C2)C2C(NC(CC2)=O)=O)F)C=CC1C#N N-((1r,4r)-4-(3-chloro-4-cyanophenoxy)cyclohexyl)-6-(4-(4-(4-(2,6-dioxopiperidin-3-yl)-3-fluorobenzyl)piperazin-1-yl)piperidin-1-yl)pyridazine-3-carboxamide